CCCCCCCCCCCCCCCCCC(=O)NCCO The molecule is an N-(long-chain-acyl)ethanolamine that is the ethanolamide of octadecanoic acid. It is a N-(long-chain-acyl)ethanolamine, a N-(saturated fatty acyl)ethanolamine and a N-acylethanolamine 18:0. It derives from an octadecanoic acid.